Mercaptogalactitol SC([C@H](O)[C@@H](O)[C@@H](O)[C@H](O)CO)O